tert-butyl 3-(5-(5-(trifluoromethyl)-1,2,4-oxadiazol-3-yl)pyridin-2-yl)-3,8-diazabicyclo[3.2.1]octane-8-carboxylate FC(C1=NC(=NO1)C=1C=CC(=NC1)N1CC2CCC(C1)N2C(=O)OC(C)(C)C)(F)F